N-(1-(tert-butyl)-3-(3,3-difluorocyclobutyl)-4-methyl-1H-pyrazol-5-yl)-3,3-difluoropropanamide C(C)(C)(C)N1N=C(C(=C1NC(CC(F)F)=O)C)C1CC(C1)(F)F